O[C@@]1([C@H]2C([C@@H](C[C@@H]1O)C2)(C)C)CCC#N 3-[(1R,2R,3S,5R)-2,3-dihydroxy-6,6-dimethylbicyclo[3.1.1]heptan-2-yl]propanenitrile